BrC1=C(C=C(C=C1)C(N)=O)C[C@H](C(=O)OC(C)(C)C)[C@@H]1CN(CC1)C(=O)OC(C)(C)C tert-butyl (R)-3-((S)-3-(2-bromo-5-carbamoylphenyl)-1-(tert-butoxy)-1-oxopropan-2-yl)pyrrolidine-1-carboxylate